C(C)[C@H]1NC2=CC(=CC=C2[C@@H](C1)NC(=O)C=1C(NC(=CC1)C(F)(F)F)=O)C N-((2R,4R)-2-ethyl-7-methyl-1,2,3,4-tetrahydroquinolin-4-yl)-2-oxo-6-(trifluoromethyl)-1,2-dihydropyridine-3-carboxamide